C(C1=CC=CC=C1)(=O)CCCC=1C(OC2=C(C=C(C=C2C1)Cl)Cl)=O 3-benzoyl-6,8-dichloropropylcoumarin